CC([C@@H](C(=O)N1[C@@H]([C@H]2C([C@H]2C1)(C)C)C(=O)O)NC1=NC=C(N=C1)C(F)(F)F)(C)C (1R,2S,5S)-3-[(2S)-3,3-dimethyl-2-[[5-(trifluoromethyl)pyrazin-2-yl]amino]butanoyl]-6,6-dimethyl-3-azabicyclo[3.1.0]hexane-2-carboxylic acid